N-((1r,4r)-4-(2-acetyl-7-(7-[difluoromethyl]-6-(1-ethyl-1H-pyrazol-4-yl)-3,4-dihydroquinolin-1(2H)-yl)isoindolin-5-yl)cyclohexyl)acetamide C(C)(=O)N1CC2=C(C=C(C=C2C1)C1CCC(CC1)NC(C)=O)N1CCCC2=CC(=C(C=C12)C(F)F)C=1C=NN(C1)CC